4-(6-(difluoromethyl)-3-methoxypyridazin-4-yl)-N-(5-(6-(difluoromethyl)picolinoyl)-5,6-dihydro-4H-pyrrolo[3,4-d]thiazol-2-yl)-6-methylnicotinamide FC(C1=CC(=C(N=N1)OC)C1=CC(=NC=C1C(=O)NC=1SC2=C(N1)CN(C2)C(C2=NC(=CC=C2)C(F)F)=O)C)F